FC=1C(=CC(=C(C(=O)NC2=NNC=C2)C1)O[C@@H](C)CC(C)C)N1N=C(N(C1=O)C)C(C)C 5-Fluoro-4-[4-methyl-5-oxo-3-(propan-2-yl)-4,5-dihydro-1H-1,2,4-triazol-1-yl]-2-{[(2S)-4-methylpent-2-yl]oxy}-N-(1H-pyrazol-3-yl)benzamide